ClC=1N=C(C2=C(N1)N=C(C=C2)C)C2=C(C=C(C=C2)C)F 2-chloro-4-(2-fluoro-4-methylphenyl)-7-methylpyrido[2,3-d]pyrimidine